N-(5-(3,3-dimethyl-2,3-dihydro-[1,4]dioxino[2,3-b]pyridine-6-yl)-4-((6-(methylsulfonyl)pyrazin-2-yl)amino)pyridine-2-yl)acetamide CC1(COC=2C(=NC(=CC2)C=2C(=CC(=NC2)NC(C)=O)NC2=NC(=CN=C2)S(=O)(=O)C)O1)C